N-(5-(6-ethoxypyrazin-2-yl)-3-fluoropyridin-2-yl)-2-methyl-2-(2-(methylsulfonylamino)pyrimidin-4-yl)propionamide C(C)OC1=CN=CC(=N1)C=1C=C(C(=NC1)NC(C(C)(C1=NC(=NC=C1)NS(=O)(=O)C)C)=O)F